FC1=NC(=CC=C1C=1CCN(CC1)CC=1C(=C2NC(C(=NC2=CC1)C)=O)F)C(=O)NC 2-Fluoro-1'-((5-fluoro-2-methyl-3-oxo-3,4-dihydroquinoxalin-6-yl)methyl)-N-methyl-1',2',3',6'-tetrahydro-[3,4'-bipyridyl]-6-carboxamide